I.CNC dimethylamine hydroiodide